3-fluoro-3-methoxymethylazetidine FC1(CNC1)COC